L-2-trifluoromethyl-1,4-phenylenediamine FC(C1=C(C=CC(=C1)N)N)(F)F